(5-bromoindan-4-yl)acetamide BrC=1C(=C2CCCC2=CC1)CC(=O)N